COC([C@H](CN1C(NC=2N=C(N(C2C1=O)C1=CC=C(C=C1)Cl)C1=C(C=CC=C1)Cl)=O)C)=O.ClC=1C=C(CC=2C=CC(=NC2)C2=C(C(=O)N)C=CC(=N2)CO)C=CC1F (5-(3-chloro-4-fluorobenzyl)pyridin-2-yl)-6-(hydroxymethyl)nicotinamide methyl-(2S)-3-[8-(2-chlorophenyl)-7-(4-chlorophenyl)-2,6-dioxo-3H-purin-1-yl]-2-methylpropanoate